OC1=C(C(=C(C=2C(C3=C(C(=C(C(=C3C(C12)=O)C)O)C)O)=O)C)O)C 1,3,5,7-tetrahydroxy-2,4,6,8-tetramethyl-9,10-anthraquinone